CC1(C(OBOC(C(N1C)(C)C)=O)=O)C 5,5,6,7,7-pentamethyl-1,3,6,2-dioxazaborocan-4,8-dione